BrC1=C(C=NN1C)COC1C(CN(C1)C(=O)OC(C)(C)C)(F)F tert-butyl 4-((5-bromo-1-methyl-1H-pyrazol-4-yl)methoxy)-3,3-difluoropyrrolidine-1-carboxylate